N-[4-(3-Cyanophenyl)-5-(2,6-dimethyl-4-pyridyl)thiazol-2-yl]-4,7-diazaspiro[2.5]octan-7-carboxamid C(#N)C=1C=C(C=CC1)C=1N=C(SC1C1=CC(=NC(=C1)C)C)NC(=O)N1CCNC2(CC2)C1